[Pb](I)I.C(C=C)(=O)OC methyl acrylate lead iodide